6,12-bis-(1H-indazol-5-yl)-2-{4-[(1R,4R)-2-oxa-5-azabicyclo[2.2.1]heptan-5-yl]butyl}-9-oxa-2,4,14-triazatricyclo[8.4.0.0^{3,8}]tetradeca-1(10),3(8),4,6,11,13-hexaene N1N=CC2=CC(=CC=C12)C=1C=NC=2N(C=3N=CC(=CC3OC2C1)C=1C=C2C=NNC2=CC1)CCCCN1[C@H]2CO[C@@H](C1)C2